tert-Butyl (R)-3-(1-(6-chloropyridin-3-yl)-2-oxo-1,2-dihydro-3H-imidazo[4,5-b]pyridin-3-yl)pyrrolidine-1-carboxylate ClC1=CC=C(C=N1)N1C(N(C2=NC=CC=C21)[C@H]2CN(CC2)C(=O)OC(C)(C)C)=O